3-methoxyphenyl-phosphine oxide COC=1C=C(C=CC1)[PH2]=O